1-(4-trifluoromethyl-phenyl)-4-cyano-5-aminopyrazole FC(C1=CC=C(C=C1)N1N=CC(=C1N)C#N)(F)F